CN1N=CC(=C1)OC1=CC(=NC=C1)C(=O)N[C@@H]1C(N(C2=C(OC1)C=CC(=C2)C#CC2CCOCC2)C)=O (S)-4-((1-methyl-1H-pyrazol-4-yl)oxy)-N-(5-methyl-4-oxo-7-((tetrahydro-2H-pyran-4-yl)ethynyl)-2,3,4,5-tetrahydrobenzo[b][1,4]oxazepin-3-yl)pyridineamide